CS(=O)(=O)OC1CN(C1)C(C1=CC=CC=C1)C1=CC=CC=C1 1-benzhydrylazetidin-3-yl methanesulfonate